1-ISOPROPYL-1H-PYRAZOLE-5-BORONIC ACID C(C)(C)N1N=CC=C1B(O)O